Cl.N[C@H](C(=O)N)C[C@H]1C(NN(C1)C)=O (S)-2-amino-3-((R)-1-methyl-3-oxopyrazolidin-4-yl)propanamide hydrochloride